CC(C)(CCC(C)(OOCC(CCCC)CC)C)OOCC(CCCC)CC 2,5-dimethyl-2,5-di(2-ethylhexylperoxy)hexane